CSC1=NN=C(S1)NC(=O)C=1OC(=NN1)N1[C@H](CCCC1)C1=CC=CC=C1 (R)-N-(5-(methylthio)-1,3,4-thiadiazol-2-yl)-5-(2-phenylpiperidin-1-yl)-1,3,4-oxadiazole-2-carboxamide